COCCOC1=C(C=CC(=C1)OC1=CC=CC=C1)N(C(N)=O)C 3-(2-methoxyethoxy-4-phenoxyphenyl)-3-methylurea